N-(1-cyanocyclopropyl)-1-(2-methoxyethyl)-3-(5-methyl-1,3,4-thiadiazol-2-yl)-2-oxo-benzimidazole-5-sulfonamide C(#N)C1(CC1)NS(=O)(=O)C1=CC2=C(N(C(N2C=2SC(=NN2)C)=O)CCOC)C=C1